FC=1C=C(C=CC1F)N1CC(N(CC1)C(=O)C1=CC(NC2=CC=CC=C12)=O)C(=O)NCC1OCC1 4-(3,4-difluorophenyl)-N-(oxetan-2-ylmethyl)-1-(2-oxo-1,2-dihydroquinoline-4-carbonyl)piperazine-2-carboxamide